ClC=1C=CC(=C(C1)NC(=S)NC(=O)NC1CN(CCC1)C1=NN(C=N1)C1=CC=C(C=C1)OC(F)(F)F)C(C)C 1-[(5-Chloro-2-isopropyl-phenyl)carbamothioyl]-3-[1-[1-[4-(trifluoromethoxy)phenyl]-1,2,4-triazol-3-yl]-3-piperidyl]urea